25-hydroxy-4β-hydroxy-3β-hydroxycholest-6(5)-en-7-one OC(C)(C)CCC[C@@H](C)[C@H]1CC[C@H]2[C@@H]3C(C=C4[C@H]([C@H](CC[C@]4(C)[C@H]3CC[C@]12C)O)O)=O